N(=[N+]=[N-])[C@@H]1CN(C[C@H]1OCC1=CC=C(C=C1)C(F)(F)F)C(=O)OC(C)(C)C tert-butyl (3R,4R)-3-azido-4-(4-(trifluoromethyl)-benzyloxy)pyrrolidine-1-carboxylate